tert-butyl N-[6,7-dichloro-3-(1-tetrahydropyran-2-ylpyrazol-4-yl)-1H-indol-4-yl]carbamate ClC1=CC(=C2C(=CNC2=C1Cl)C=1C=NN(C1)C1OCCCC1)NC(OC(C)(C)C)=O